N-methyl-N,N-bis(2-hydroxybutyl)amine CN(CC(CC)O)CC(CC)O